ClC=1C=CC=C2C=C(NC12)C(=O)N(CC1CC1)C1=CC=C(C=C1)C#N 7-chloro-N-(4-cyanophenyl)-N-(cyclopropylmethyl)-1H-indole-2-carboxamide